[1-(3-fluoro-4-[[2-(piperidin-4-ylsulfanyl)-1,6-naphthyridin-7-yl]amino]phenyl)pyrazol-3-yl]methanol FC=1C=C(C=CC1NC1=NC=C2C=CC(=NC2=C1)SC1CCNCC1)N1N=C(C=C1)CO